C(O[C@@H]1[C@@](O[C@H](C1)N1C2=NC(=NC(=C2N=C1)N)Cl)(C#C)COC(=O)OC12CCC(CC1)CC2)(OC21CCC(CC2)CC1)=O (2R,3S,5R)-5-(6-amino-2-chloro-9H-purin-9-yl)-2-((((bicyclo[2.2.2]octan-1-yloxy)carbonyl)oxy)methyl)-2-ethynyltetrahydrofuran-3-yl bicyclo[2.2.2]octan-1-yl carbonate